C(#N)C1=C(SC2=C1CN(CC2)CC2CCCCC2)/N=C/OC (E)-methyl N-(3-cyano-5-(cyclohexylmethyl)-4,5,6,7-tetrahydrothieno[3,2-c]pyridine-2-yl)formimidat